heptyl-(3-hydroxypropyl)dimethylammonium C(CCCCCC)[N+](C)(C)CCCO